F[C@@]1(C(NCCC1)=O)C(=O)O (3S)-3-Fluoro-2-oxopiperidin-3-carboxylic acid